C(=CCCC)N[C@H](C)C(=O)O R-pentenylalanine